The molecule is an acyl-CoA(4-) that is the tetraanion of isovaleryl-CoA arising from deprotonation of phosphate and diphosphate functions. It has a role as a human metabolite. It is a conjugate base of an isovaleryl-CoA. CC(C)CC(=O)SCCNC(=O)CCNC(=O)[C@@H](C(C)(C)COP(=O)([O-])OP(=O)([O-])OC[C@@H]1[C@H]([C@H]([C@@H](O1)N2C=NC3=C(N=CN=C32)N)O)OP(=O)([O-])[O-])O